2-chloro-3-(difluoromethyl)-4-(1,6-dimethyl-1H-indazol-7-yl)-7,7-dimethyl-7,8-dihydro-5H-pyrano[4,3-b]pyridine ClC1=C(C(=C2C(=N1)CC(OC2)(C)C)C=2C(=CC=C1C=NN(C21)C)C)C(F)F